3-((1-methyl-2-oxo-1,2-dihydro-6H-pyrido[3',2':6,7]azepino[4,3,2-cd]isoindol-6-yl)methyl)-N-(1-methylpiperidin-4-yl)benzamide CN1C(C=2C=CC=C3C2C1=CC1=C(N3CC=3C=C(C(=O)NC2CCN(CC2)C)C=CC3)N=CC=C1)=O